3-(5-((1S,4S)-5-((4'-chloro-5,5-dimethyl-3,4,5,6-tetrahydro-[1,1'-biphenyl]-2-yl)methyl)-2,5-diazabicyclo[2.2.1]Heptane-2-carbonyl)-1-oxoisoindolin-2-yl)piperidine-2,6-dione ClC1=CC=C(C=C1)C1=C(CCC(C1)(C)C)CN1[C@@H]2CN([C@H](C1)C2)C(=O)C=2C=C1CN(C(C1=CC2)=O)C2C(NC(CC2)=O)=O